C(C)(C)(C)N(C(=O)O[C@H]1COC[C@@H]1O[Si](C1=CC=CC=C1)(C1=CC=CC=C1)C(C)(C)C)[C@H]1C[C@@H](CC1)N(C1=CC=C(C=C1)C(F)(F)F)C |&1:8,12| (3S,4S) and (3R,4R)-4-((tert-butyldiphenylsilyl)oxy)tetrahydrofuran-3-ol tert-butyl-((1R,3R)-3-(methyl(4-(trifluoromethyl)phenyl)amino)cyclopentyl)-carbamate